C(C)(C)C1=C(C=CC=C1)[C@H]1N(CCC1)C1CC2(C1)CCN(CC2)C=2C=CC(=NC2)C(=O)N 5-(2-((S)-2-(2-isopropylphenyl)pyrrolidin-1-yl)-7-azaspiro[3.5]nonan-7-yl)picolinamide